C(C)(C)(C)OC(=O)N1C[C@@H](OCC1C)C(NC1=NC=NC(=C1)C1=CC(=CC=C1)C#N)=O (2R)-2-((6-(3-cyanophenyl)pyrimidin-4-yl)carbamoyl)-5-methyl-morpholine-4-carboxylic acid tert-butyl ester